(R/S)-8-(6-cyclopropylpyridin-3-yl)-1-(3,3-difluoro-1-methylpiperidin-4-yl)-3-methyl-1,3-dihydro-2H-imidazo[4,5-c]quinolin-2-one C1(CC1)C1=CC=C(C=N1)C1=CC=2C3=C(C=NC2C=C1)N(C(N3[C@H]3C(CN(CC3)C)(F)F)=O)C |r|